COC(=O)CCC[C@H]1[C@@H](O1)/C=C/C=C/C=O METHYL-(5s,6s)-EPOXY-11-OXO-(7E,9E)-UNDECADIENOATE